2-(6-amino-8-((6-(dimethylamino)benzo[d][1,3]dioxol-5-yl)thio)-9H-purin-9-yl)-N-ethylethanesulfonamide NC1=C2N=C(N(C2=NC=N1)CCS(=O)(=O)NCC)SC1=CC2=C(OCO2)C=C1N(C)C